3-(2-{6-(4,7-diaza-7-spiro[2.5]octyl)-4-methoxy-3-pyridylamino}-4-pyrimidinylamino)-8-fluoro-1,2-dihydro-2-quinolinone C1CC12NCCN(C2)C2=CC(=C(C=N2)NC2=NC=CC(=N2)NC=2C(NC1=C(C=CC=C1C2)F)=O)OC